(cis)-9-benzyl-8-(2-chloro-4-(2-(3,5-dimethylpiperazin-1-yl)ethoxy)phenyl)-6-(1-methylcyclopropoxy)-9H-purine C(C1=CC=CC=C1)N1C2=NC=NC(=C2N=C1C1=C(C=C(C=C1)OCCN1C[C@H](N[C@H](C1)C)C)Cl)OC1(CC1)C